ClC1=C(C=C(C=C1)F)C1NC(C2=C3C=CC(N(C3=CC(=C21)NC(=O)N2CC(C1=CC(=CC=C21)F)(C(F)(F)F)O)CCCCCCCCCCCCCC)=O)=O N-[3-(2-chloro-5-fluorophenyl)-1,7-dioxo-6-(tridecylmethyl)-2,3-dihydro-1H-pyrrolo[4,3-f]quinolin-4-yl]-5-fluoro-3-hydroxy-3-(trifluoromethyl)-2,3-dihydro-1H-indole-1-carboxamide